NC1CC2(C1)CCN(CC2)C2=C(C=C(C=C2)NC2=NC=CC(=N2)NC2=C(C=CC=C2)P(C)(C)=O)Cl (2-((2-((4-(2-amino-7-azaspiro[3.5]nonan-7-yl)-3-chlorophenyl)amino)pyrimidin-4-yl)amino)phenyl)dimethylphosphine oxide